C[N+](C(CCC(=O)[O-])C)(C)C 4-(TRIMETHYLAMMONIO)PENTANOATE